dimethyl-2-[4-(4,4,5,5-tetramethyl-1,3,2-dioxaborolan-2-yl)phenyl]ethanamine CC(CC1=CC=C(C=C1)B1OC(C(O1)(C)C)(C)C)(N)C